FC1(OC(OC1=O)(C(=O)F)C(F)(F)F)C(F)(F)F 4-fluoro-5-oxo-2,4-bis(trifluoromethyl)-1,3-dioxolan-2-carbonyl fluoride